ClC=1C(=C(C=CC1Cl)NC1=NC=NC2=CC(=C(C=C12)C1=CCCN(C1)C(C#C)=O)OC)F 1-(5-(4-((3,4-dichloro-2-fluorophenyl)amino)-7-methoxyquinazolin-6-yl)-3,6-dihydropyridin-1(2H)-yl)prop-2-yn-1-one